Cl.FC(CN1N=CC=2C1=NC(=CN2)N(CC2CNCCC2)C)F 1-(2,2-difluoroethyl)-N-methyl-N-(piperidin-3-ylmethyl)-1H-pyrazolo[3,4-b]Pyrazin-6-amine hydrochloride